tert-butyl 3-azido-3-(5-bromopyridin-2-yl)azetidine-1-carboxylate N(=[N+]=[N-])C1(CN(C1)C(=O)OC(C)(C)C)C1=NC=C(C=C1)Br